OC=1C=C2CCC(C(C2=CC1)C1=CC=C(C=C1)N1CCC(CC1)N(C)CC=1C=C(C=CC1)C1C(NC(CC1)=O)=O)C1=CC=CC=C1 3-(3-(((1-(4-(6-hydroxy-2-phenyl-1,2,3,4-tetrahydronaphthalen-1-yl)phenyl)piperidin-4-yl)(methyl)amino)methyl)phenyl)piperidine-2,6-dione